N=1NN=NC1C=1CN(C=CC1)C1=CC=C(C=C1)C(F)(F)F 3-(2H-tetrazol-5-yl)-N-(4-(trifluoromethyl)phenyl)pyridin